NC=1C(=C(C(=CC1)F)C=1C=CC=2N(C1)C=NC2C(=O)NC)Cl 6-(3-amino-2-chloro-6-fluorophenyl)-N-methylimidazo[1,5-a]pyridine-1-carboxamide